(1-methyl-1H-pyrazol-3-yl)-phenyl-methanol CN1N=C(C=C1)C(O)C1=CC=CC=C1